C(C)(=O)NC1=CC=C(C=N1)C1N(CC(CC1)C)C(C(=O)NC=1C=C(C=NC1)C(=O)N)=O 5-[[2-[2-(6-acetamido-3-pyridyl)-5-methyl-1-piperidyl]-2-oxo-acetyl]amino]pyridine-3-carboxamide